FC1=C(C=CC(=C1/C(/C)=N/C=1C=C2C(=NC1)NN=C2)F)NC(OC(C)(C)C)=O tert-butyl N-[2,4-difluoro-3-[(1E)-1-[1H-pyrazolo[3,4-b]pyridin-5-ylimino]ethyl]phenyl]carbamate